[Si](C1=CC=CC=C1)(C1=CC=CC=C1)(C(C)(C)C)OCCS(=O)(=O)CC(CCC[C@](C(=O)NN(C(=O)OC(C)(C)C)C)(C)C1=CC(=CC=C1)CC(=O)OCC)(C)C tert-butyl (R)-2-(7-((2-((tert-butyldiphenylsilyl)oxy) ethyl)sulfonyl)-2-(3-(2-ethoxy-2-oxoethyl) phenyl)-2,6,6-trimethylheptanoyl)-1-methylhydrazine-1-carboxylate